C(C)(=O)[O-].C(CCC)N1C(=[N+](C=C1)C)C 1-butyl-2,3-dimethylimidazolium acetate